1-(aminomethyl)-N-methyl-N-phenyl-3,4-dihydro-1H-2-benzopyran-6-amine NCC1OCCC2=C1C=CC(=C2)N(C2=CC=CC=C2)C